NC/C(/COC=1C=CC(=NC1)C(=O)N(CC)CC)=C\F (E)-5-((2-(aminomethyl)-3-fluoroallyl)oxy)-N,N-diethylpyridineamide